Cl.C1(CCCCCCC1)C(CN)O 2-cyclooctyl-2-hydroxyethylamine hydrochloride